C(C)(C)NC(O[C@H]1C[C@H](CC1)C1=CC(=NN1)NC1=CC2=C(C=N1)SC(=N2)COC)=O (1R,3S)-3-(3-((2-(methoxymethyl)thiazolo[5,4-c]pyridin-6-yl)amino)-1H-pyrazol-5-yl)cyclopentyl isopropylcarbamate